COC(C1=C(C=CC=C1)C1=NC(=NC=C1C(F)(F)F)NC=1C=NN(C1)C1CCN(CC1)C(=O)C1CC1)=O (2-((1-(1-(cyclopropanecarbonyl)piperidin-4-yl)-1H-pyrazol-4-yl)amino)-5-(trifluoromethyl)pyrimidin-4-yl)benzoic acid methyl ester